[Cl-].[Cl-].C(CCC)C1=CC(C=C1)[Zr+3] (3-butylcyclopenta-2,4-dien-1-yl)zirconium(IV) dichloride